C([C@H](CCC)O)O (S)-pentane-1,2-diol